2-[[8-(2-aminopyrimidin-5-yl)-3-oxo-1H-benzo[e]isoindol-2-yl]methyl]prop-2-enamide NC1=NC=C(C=N1)C=1C=CC2=C(C=3CN(C(C3C=C2)=O)CC(C(=O)N)=C)C1